C(C)(C)(C)OC(=O)N[C@@H](C(C)C)C=1NC(=C(C(C1C(=O)OCC)C=1SC(=CC1)C(NCC1=CC(=C(C=C1)F)F)=O)C(=O)OCC)CCC1=CC=C(C=C1)F diethyl 2-((S)-1-((tert-butoxycarbonyl)amino)-2-methylpropyl)-4-(5-((3,4-difluorobenzyl)carbamoyl) thiophen-2-yl)-6-(4-fluorophenethyl)-1,4-dihydropyridine-3,5-dicarboxylate